FC=1C=CC2=C(NC(=NS2(=O)=O)NCC2=CC(=CC=C2)F)C1C(C)C=1C=NC(=CC1)C 6-fluoro-3-((3-fluorobenzyl)amino)-5-(1-(6-methylpyridin-3-yl)ethyl)-4H-benzo[e][1,2,4]thiadiazine 1,1-dioxide